BrCC(=O)N1C2=C(N(CC1CNC(OC(C)(C)C)=O)C1=CC=C(C=C1)C(F)(F)F)C=CC=N2 tert-butyl ((4-(2-bromoacetyl)-1-(4-(trifluoromethyl)phenyl)-1,2,3,4-tetrahydropyrido[2,3-b]pyrazin-3-yl)methyl)carbamate